C(C1=CC=CC=C1)OC(C(N)(CCCCNC(=O)N1N=C(N=C1)C1=CC=CC=C1)C(=O)OCC1=CC=CC=C1)=O 2-((benzyloxy)carbonyl)-N6-(3-phenyl-1H-1,2,4-triazole-1-carbonyl)-L-lysine benzyl ester